C1(=CC(=CC=C1)C[C@H]1[C@H](CCC2=C1N=C(S2)C)NS(=O)(=O)C)C2=CC=CC=C2 |r| rac-N-{(4S,5S)-4-[([1,1'-biphenyl]-3-yl)methyl]-2-methyl-4,5,6,7-tetrahydro-1,3-benzothiazol-5-yl}methanesulfonamide